mono(2-ethylhexyl)phosphate C(C)C(COP(=O)([O-])[O-])CCCC